C(C)C=1NC(=C(N1)C)\C=C\1/C(NC2=CC=C(C=C12)NC(C#C)=O)=O (Z)-N-(3-((2-ethyl-4-methyl-1H-imidazol-5-yl)methylene)-2-oxoindolin-5-yl)propiolamide